C1N(CC12CCOCC2)C2=NC=CC(=C2)OC2=CC(=C(C=C2)NC2=NC=NN1C2=C(C=C1)C1CCN(CC1)C(C=C)=O)F 1-(4-(4-((4-((2-(7-oxa-2-azaspiro[3.5]nonan-2-yl)pyridin-4-yl)oxy)-2-fluorophenyl)amino)pyrrolo[2,1-f][1,2,4]triazin-5-yl)piperidin-1-yl)prop-2-en-1-one